BrC1=NN(C2=C1N=C(N=C2)C=2C(=NC=NC2OC)C2(CC2)F)COCC[Si](C)(C)C 3-bromo-5-(4-(1-fluorocyclopropyl)-6-methoxypyrimidin-5-yl)-1-((2-(trimethylsilyl)ethoxy)methyl)-1H-pyrazolo[4,3-d]pyrimidine